FC=1C=C(C=C(C1)F)[C@H]1CCC=2N1C=C(N2)NC([C@H](C)N2C[C@@H](C(CC2)(F)F)C2=CC(=[N+](C=C2)[O-])CO)=O 4-((S)-1-((S)-1-(((R)-5-(3,5-difluorophenyl)-6,7-dihydro-5H-pyrrolo[1,2-a]imidazol-2-yl)amino)-1-oxopropan-2-yl)-4,4-difluoropiperidin-3-yl)-2-(hydroxymethyl)pyridine 1-oxide